(S)-2-ethyl-3-methylbutanoic acid C(C)[C@H](C(=O)O)C(C)C